(2S,3S)-3-(o-tolyl)butan-2-yl (3-((ethoxycarbonyl)oxy)-4-methoxypicolinoyl)-L-alaninate C(C)OC(=O)OC=1C(=NC=CC1OC)C(=O)N[C@@H](C)C(=O)O[C@@H](C)[C@@H](C)C1=C(C=CC=C1)C